N-(4-methylcyclohexyl)-3-((5-oxo-5H-[1,3,4]thiadiazolo[2,3-b]quinazolin-2-yl)amino)benzamide CC1CCC(CC1)NC(C1=CC(=CC=C1)NC1=NN2C(=NC3=CC=CC=C3C2=O)S1)=O